OC1=C2C=CC(OC2=CC(=C1C(\C=C\C1=CN(C2=CC=CC=C12)C)=O)OC)(C)C (E)-1-(5-hydroxy-7-methoxy-2,2-dimethyl-2H-chromen-6-yl)-3-(1-methyl-1H-indol-3-yl)prop-2-en-1-one